C1(CC1)C1=NOC(=C1)N1C[C@@H](CCC1)NC1=NC=NC(=C1)N1CCOCC1 (R)-N-(1-(3-cyclopropylisoxazol-5-yl)piperidin-3-yl)-6-morpholinopyrimidin-4-amine